NC=1C(=CC(=C(C1)C1=C(C=C(C(=C1)Cl)F)F)C(F)(F)F)C(=O)OC methyl 5-amino-5'-chloro-2',4'-difluoro-2-(trifluoromethyl)-[1,1'-biphenyl]-4-carboxylate